C1(=CC(=CC=C1)C[C@H]1[C@]2(COC(N2)=O)CCCN1C(=O)OC(C)(C)C)C1=CC=CC=C1 tert-butyl (5S,6S)-6-({[1,1'-biphenyl]-3-yl}methyl)-2-oxo-3-oxa-1,7-diazaspiro[4.5]decane-7-carboxylate